FC1=C(C=C(C=C1)I)C(CCC(=O)O)=O 4-(2-fluoro-5-iodophenyl)-4-oxobutanoic Acid